ClC=1C=C(C=CC1)[C@H](CS(=O)(=O)C)NC(=O)C1=CN(C(=C1C1=C(C(=CC=C1F)F)C)C(C1=CC=C(C=C1)C#CCOC1CCNCC1)=O)C N-[(1R)-1-(3-chlorophenyl)-2-methanesulfonylethyl]-4-(3,6-difluoro-2-methylphenyl)-1-methyl-5-{4-[3-(piperidin-4-yloxy)prop-1-yn-1-yl]benzoyl}pyrrole-3-carboxamide